FC(C(F)(F)F)(O[Si](OC(C(F)(F)F)(F)F)(OC(C(F)(F)F)(F)F)C(C(C(C(C(C(C(C(C(C(F)(F)F)(F)F)(F)F)(F)F)(F)F)(F)F)(F)F)(F)F)(F)F)(F)F)F Perfluorodecyltriethoxysilan